hydroxy-[1,1'-biphenyl]-2-carboxamide OC1=C(C(=CC=C1)C1=CC=CC=C1)C(=O)N